C(C)OP(=O)(OCC)CCC=1C=C(CC=2C=C(C=C(C2)CCP(OC)(OC)=O)CCP(OC)(OC)=O)C=C(C1)CNC(CO)(CO)CO tetramethyl ((5-(3-(2-(diethoxyphosphoryl)ethyl)-5-(((1,3-dihydroxy-2-(hydroxymethyl)propan-2-yl)amino)methyl)benzyl)-1,3-phenylene)bis(ethane-2,1-diyl))bis(phosphonate)